Ethyl 4-(3-((1-methyl-1H-imidazol-5-yl)methyl)ureido)benzoate CN1C=NC=C1CNC(NC1=CC=C(C(=O)OCC)C=C1)=O